O=C1NC(CCC1N1C(C2=CC=C(C=C2C1=O)NC1CC(C1)OC1=CC=C(C=C1)[C@@H](C=C)C1=CC=C(C=C1)OC=1C=NC(=NC1)C=1OC(=NN1)C)=O)=O 2-(2,6-dioxopiperidin-3-yl)-5-(((1r,3r)-3-(4-(1-(4-((2-(5-methyl-1,3,4-oxadiazol-2-yl)pyrimidin-5-yl)oxy)phenyl)allyl)phenoxy)cyclobutyl)amino)isoindolin-1,3-dione